diphenyl-(p-tolyl)ammonium C1(=CC=CC=C1)[NH+](C1=CC=C(C=C1)C)C1=CC=CC=C1